3-(3-methyl-4-(3-((piperidin-4-yloxy)methyl)cyclobutoxy)-1H-indazol-1-yl)piperidine-2,6-dione CC1=NN(C2=CC=CC(=C12)OC1CC(C1)COC1CCNCC1)C1C(NC(CC1)=O)=O